1-[4-(cyanomethyl)-1-[[3-(isopropylsulfonylamino)phenyl]methyl]-4-piperidyl]-3-(cyclopropanecarbonylamino)pyrazole-4-carboxamide C(#N)CC1(CCN(CC1)CC1=CC(=CC=C1)NS(=O)(=O)C(C)C)N1N=C(C(=C1)C(=O)N)NC(=O)C1CC1